C[Si](CCOCN1C=CC2=C1N=CN=C2N2CCSC(=C2)C(=O)NN)(C)C 4-(7-((2-(trimethylsilyl)ethoxy)methyl)-7H-pyrrolo[2,3-d]pyrimidin-4-yl)-3,4-dihydro-2H-1,4-thiazine-6-carbohydrazide